L-lysine 1,1-dimethylethyl ester CC(C)(C)OC([C@@H](N)CCCCN)=O